2-(3-methyl-4-(tert-butyl)phenyl)-N-((2-(2,6-dioxopiperidin-3-yl)-1-oxoisoindolin-5-yl)methyl)-2-oxoacetamide CC=1C=C(C=CC1C(C)(C)C)C(C(=O)NCC=1C=C2CN(C(C2=CC1)=O)C1C(NC(CC1)=O)=O)=O